dicyclohexyl-(2-phenoxyphenyl)phosphine C1(CCCCC1)P(C1=C(C=CC=C1)OC1=CC=CC=C1)C1CCCCC1